(4-benzylpiperazin-1-yl)-2-pyridin-2-yl-4,5,6,7-tetrahydro-2H-indazol-3-ol C(C1=CC=CC=C1)N1CCN(CC1)C1C2=C(N(N=C2CCC1)C1=NC=CC=C1)O